FC1=NC=C(C=C1CCNC(=O)C1=NC(=CN=C1)C=1C=NC(=CC1)OC([2H])([2H])[2H])OC N-(2-(2-fluoro-5-methoxypyridin-3-yl)ethyl)-6-(6-(methoxy-d3)pyridin-3-yl)pyrazine-2-carboxamide